2-amino-7-(5-bromo-1-methyl-1H-pyrazol-4-yl)-3-fluoro-6,7-dihydro-1,7-naphthyridin-8(5H)-one NC1=NC=2C(N(CCC2C=C1F)C=1C=NN(C1Br)C)=O